Methyl (2S)-2-(tert-butoxycarbonylamino)-4-oxo-4-[4-[5-(trifluoromethyl) pyrimidin-2-yl]piperazin-1-yl]butanoate C(C)(C)(C)OC(=O)N[C@H](C(=O)OC)CC(N1CCN(CC1)C1=NC=C(C=N1)C(F)(F)F)=O